3-fluoro-2-[4-[[(1R,2R)-2-hydroxycyclohexyl]amino]pyrido[3,4-d]pyridazin-1-yl]-5-(trifluoromethyl)phenol FC=1C(=C(C=C(C1)C(F)(F)F)O)C1=C2C(=C(N=N1)N[C@H]1[C@@H](CCCC1)O)C=NC=C2